C1(CC1)C1=NC=NC(=C1C=1N=C(C2=C(N1)CCC2)OCC2=CC=C(C=C2)C=2N(C=C(N2)C(F)(F)F)C)OC 2-(4-cyclopropyl-6-methoxypyrimidin-5-yl)-4-((4-(1-methyl-4-(trifluoromethyl)-1H-imidazol-2-yl)benzyl)oxy)-6,7-dihydro-5H-cyclopenta[d]pyrimidine